ClC=1C(=NC=CC1C1=C(C(=CC=C1)NC1=C(C(=CC=C1)CNCCO)OC)Cl)C1=CC(=C(CNC[C@H]2CCC(N2)=O)C=C1)OC (R)-5-(((4-(3-chloro-4-(2-chloro-3-((3-(((2-hydroxyethyl)amino)methyl)-2-methoxyphenyl)amino)phenyl)pyridin-2-yl)-2-methoxybenzyl)amino)methyl)pyrrolidin-2-one